tert-butyl 2-(difluoromethylene)-6-azaspiro[3.4]octane-6-carboxylate FC(=C1CC2(C1)CN(CC2)C(=O)OC(C)(C)C)F